FC=1C=C(C=CC1)NC(C)C=1C=C(C=C2C(N(C(=NC12)N1CCOCC1)C)=O)C 8-(1-((3-fluorophenyl)amino)ethyl)-3,6-dimethyl-2-morpholinoquinazolin-4(3H)-one